C(CC(=C)C)C1=C(O)C=CC=C1O 2-isopentenyl-resorcinol